OC1=C(C=CC(=C1)OC(F)(F)F)C=1C=2N(C(=NN1)N[C@H]1CN(CCC1)C(=O)OC(C)(C)C)N=CC2 tert-butyl (R)-3-((4-(2-hydroxy-4-(trifluoromethoxy)phenyl)pyrazolo[1,5-d][1,2,4]triazin-7-yl)amino)piperidine-1-carboxylate